5-{6-[2-(4-Chloro-7-fluoro-2-methyl-indol-1-yl)-ethylamino]-pyrimidin-4-yl}-3-ethoxy-thiophen ClC1=C2C=C(N(C2=C(C=C1)F)CCNC1=CC(=NC=N1)C1=CC(=CS1)OCC)C